1-[(3R)-3-{[4-(3-phenyl-1H-pyrrolo[3,2-b]pyridin-2-yl)pyridin-3-yl]oxy}pyrrolidin-1-yl]prop-2-yn-1-one C1(=CC=CC=C1)C1=C(NC=2C1=NC=CC2)C2=C(C=NC=C2)O[C@H]2CN(CC2)C(C#C)=O